(2R,5S)-4-(2-(chloromethyl)-5-methyl-6-oxo-5,6-dihydroimidazo[1,2-b]pyridazin-8-yl)-2-ethyl-5-methylpiperazine-1-carboxylic acid tert-butyl ester C(C)(C)(C)OC(=O)N1[C@@H](CN([C@H](C1)C)C=1C=2N(N(C(C1)=O)C)C=C(N2)CCl)CC